ClC=1C(N(C(=CC1OCC1=NC=C(C=C1F)F)C1CC1)C1=CC(=NC=C1C)C=1N=C(SC1)C(C)(C)O)=O (S)-3-chloro-6-cyclopropyl-4-((3,5-difluoropyridin-2-yl)methoxy)-2'-(2-(2-hydroxypropan-2-yl)thiazol-4-yl)-5'-methyl-2H-[1,4'-bipyridin]-2-one